2-amino-2-(4-fluoro-3-methylphenyl)acetic acid NC(C(=O)O)C1=CC(=C(C=C1)F)C